N1C(=CC2=CC=CC=C12)C=1C=CC=2N(C1)C(=CN2)C2=NC(=NC=C2)NC2=CC=C(C=N2)N2CCN(CC2)C(C)=O 1-(4-(6-((4-(6-(1H-indol-2-yl)imidazo[1,2-a]pyridin-3-yl)pyrimidin-2-yl)amino)pyridin-3-yl)piperazin-1-yl)ethan-1-one